FC(OC=1C=C(C=CC1)C1=NN2C(=NC=3C=CC=CC3C2=N1)N[C@@H]1C(NCCCC1)=O)(F)F (3S)-3-({2-[3-(trifluoromethoxy)phenyl][1,2,4]triazolo[1,5-c]quinazolin-5-yl}amino)azepan-2-one